C(C1=CC=CC=C1)SC=1C=C(C=CC1)C1OC2=C(C1)C=C(C=C2)C(F)(F)F 2-(3-(benzylthio)phenyl)-5-(trifluoromethyl)-2,3-dihydrobenzofuran